ClC=1C=C(CCN2C[C@@H]3N(CC2)S(OC3)=O)C=CC1 (3aS)-5-(3-chlorophenethyl)hexahydro-[1,2,3]oxathiazolo[3,4-a]pyrazine 1-oxide